C(#N)C1=C(C(=NC(=C1)C=1C=NN(C1)C)C(CCC(=O)O)=O)O 4-[4-Cyano-3-hydroxy-6-(1-methyl-1H-pyrazol-4-yl)-pyridin-2-yl]-4-oxo-butyric acid